2-(1-cyclobutylpiperidin-4-yl)-5-fluoro-2H-indazole-7-carboxamide C1(CCC1)N1CCC(CC1)N1N=C2C(=CC(=CC2=C1)F)C(=O)N